CC1=NC(=CC(=C1)[C@H](C1=CC=C(C(=O)N)C=C1)OC1=CC=C2C(CCOC2=C1C(C)C)=O)C (S)-4-((2,6-dimethylpyridin-4-yl)((8-isopropyl-4-oxochroman-7-yl)oxy)methyl)benzamide